O1C(=CC=C1)C1=NC(=NC(=C1C(=O)OCC)NCC1=CC(=CC=C1)C(F)(F)F)NCC(C)C ethyl 4-(2-furyl)-2-(isobutylamino)-6-[[3-(trifluoromethyl)phenyl]methylamino]pyrimidine-5-carboxylate